C1(=C(C(=C(C(=C1[2H])[2H])[2H])[2H])[2H])C1=C2C=CC=CC2=C(C2=CC=CC=C12)B(O)O 10-(phenyl-d5)-anthracene-9-boronic acid